FC(OC=1C(=C2C=CNC2=C(C1)C)CN1CC2=CC=C(C=C2C1)C#N)F 2-((5-(difluoromethoxy)-7-methyl-1H-indol-4-yl)methyl)isoindoline-5-carbonitrile